ClC=1C=C(OC2=C(C=C(C=C2)NC(CC2=C(C=CC=C2)OCC)=O)S(N)(=O)=O)C=CC1 N-[4-(3-chlorophenoxy)-3-sulfamoylphenyl]-2-(2-ethoxyphenyl)acetamide